(3R)-1-[9-(4-Ethylphenyl)nonanoyl]piperidin-3-yl dihydrogen phosphate ammonium salt [NH4+].P(=O)(O[C@H]1CN(CCC1)C(CCCCCCCCC1=CC=C(C=C1)CC)=O)(O)O